(2S,4R)-4-Hydroxy-pyrrolidine-2-acetic acid O[C@@H]1C[C@H](NC1)CC(=O)O